2-(4-((2-iodo-1-(2,2,2-trifluoroethyl)-1H-indol-4-yl)amino)piperidin-1-yl)ethyl propionate C(CC)(=O)OCCN1CCC(CC1)NC1=C2C=C(N(C2=CC=C1)CC(F)(F)F)I